bis(2-naphthyl)(4-difluoromethyl-quinolin-2-yl)phosphorus C1=C(C=CC2=CC=CC=C12)P(C1=NC2=CC=CC=C2C(=C1)C(F)F)C1=CC2=CC=CC=C2C=C1